C(N)(=O)NCCC[C@@H](C(=O)NC1=CC=C(C=C1)COC(=O)N[C@H](C(=O)OC(C)(C)C)CC(C)C)NC([C@H](C(C)C)NC(=O)OCC1C2=CC=CC=C2C=2C=CC=CC12)=O Tert-Butyl (2S)-2-{[({4-[(2S)-5-(carbamoylamino)-2-[(2S)-2-{[(9H-fluoren-9-ylmethoxy)carbonyl]amino}-3-methylbutanamido]pentanamido]phenyl}methoxy)carbonyl]amino}-4-methylpentanoate